[Ir+3].C12C(CC(CC1)C2)C2=CC(=NC(=N2)C(=O)[O-])C2=CC=CC=C2.C21C(CC(CC2)C1)C1=CC(=NC(=N1)C(=O)[O-])C1=CC=CC=C1 bis[6-(2-norbornyl)-4-phenylpyrimidinate] iridium (III)